C1(=CC=CC=C1)P(O)(O)C1=CC=CC=C1.C(C1=CC=CC=C1)(=O)O.C(CCC)C(C(C)O)(C(C)O)C 3-butyl-3-methyl-2,4-pentanediol benzoate diphenylphosphonite